N-cyclohexyl-3-[[2-(5-fluoro-2-hydroxy-phenyl)acetyl]amino]benzamide C1(CCCCC1)NC(C1=CC(=CC=C1)NC(CC1=C(C=CC(=C1)F)O)=O)=O